(19S)-10-(aminomethyl)-19-ethyl-19-hydroxy-7-vinyl-17-oxa-3,13-diazapentacyclo[11.8.0.02,11.04,9.015,20]henicosa-1(21),2,4,6,8,10,15(20)-heptaene-14,18-dione NCC=1C2=CC(=CC=C2N=C2C3=CC=4[C@@](C(OCC4C(N3CC12)=O)=O)(O)CC)C=C